C(C1=CC=CC=C1)OC=1C(=NC(=CC1)[C@H]1OC1)Cl |r| (±)-3-(benzyloxy)-2-chloro-6-(oxiran-2-yl)pyridine